O=C1C(CC=2C(N1)=NNC2)C(=O)N 6-oxo-2H,4H,5H,6H,7H-pyrazolo[3,4-b]pyridine-5-carboxamide